2-(3-((6-chloro-2-cyclopropyl-1-(1-ethyl-1H-pyrazol-4-yl)-7-fluoro-1H-indol-3-yl)thio)-2-fluorophenyl)-2-methylpropanoic acid ClC1=CC=C2C(=C(N(C2=C1F)C=1C=NN(C1)CC)C1CC1)SC=1C(=C(C=CC1)C(C(=O)O)(C)C)F